[P]=S.[Na].[Ca] calcium sodium phosphorus sulfide